5-(1-(tetrahydro-2H-pyran-4-yl)-1H-pyrrolo[2,3-B]pyridin-4-yl)-2,3-dihydro-1H-inden-4-amine O1CCC(CC1)N1C=CC=2C1=NC=CC2C2=C(C=1CCCC1C=C2)N